NC1=NC=NN2C1=C(N=C2C2(CCC(CC2)(C(=O)O)C)C)C2=CC=C(C=C2)CNC(C2=C(C=CC(=C2)F)OC)=O (1s,4s)-4-(4-amino-5-(4-((5-fluoro-2-methoxybenzamido)methyl)phenyl)imidazo[5,1-f][1,2,4]triazin-7-yl)-1,4-dimethylcyclohexane-1-carboxylic acid